(R)-1-[(Sp)-2-(dicyclohexylphosphino)ferrocenyl]ethyl-di-tert-butylphosphine C1(CCCCC1)P(C=1[C-](C=CC1)[C@@H](C)P(C(C)(C)C)C(C)(C)C)C1CCCCC1.[CH-]1C=CC=C1.[Fe+2]